7-cyclopentyl-2-{5-[4-((R)-2-hydroxypropyl)-piperazin-1-yl]-pyridin-2-ylamino}-7H-pyrrolo[2,3-d]pyrimidine-6-carboxylic acid C1(CCCC1)N1C(=CC2=C1N=C(N=C2)NC2=NC=C(C=C2)N2CCN(CC2)C[C@@H](C)O)C(=O)O